1-(2-((5-(tert-butylamino)-2-(1-(tetrahydro-2H-pyran-2-yl)-1H-pyrazol-5-yl)thieno[3,2-b]pyridin-7-yl)amino)ethyl)-4-methylpiperidin-4-ol C(C)(C)(C)NC1=CC(=C2C(=N1)C=C(S2)C2=CC=NN2C2OCCCC2)NCCN2CCC(CC2)(O)C